C(CCC)N1C(N(C(CC1=O)=O)C1CCC2(CC(C2)N(C(OCC2=CC=CC=C2)=O)C2CC2)CC1)=O benzyl (7-(3-butyl-2,4,6-trioxotetrahydropyrimidin-1(2H)-yl)spiro[3.5]nonan-2-yl)(cyclopropyl)carbamate